N1C=CC2=CC(=CC=C12)C(=O)OCC ethyl 5-indolecarboxylate